FC1=C(N)C=CC(=C1)OC1=CC(=NC=C1)C=1C=NN(C1)C 2-fluoro-4-((2-(1-methyl-1H-pyrazol-4-yl)pyridine-4-yl)oxy)aniline